methyl 2,3-dihydroxy-α-cyanocinnamate OC1=C(C=C(C(=O)OC)C#N)C=CC=C1O